C(C)OP(=O)(OCC)C(C)(C)C=1C=CC2=C(C=C(S2)C(=O)[O-])C1 5-[2-(diethoxyphosphoryl) propan-2-yl]-1-benzothiophene-2-carboxylate